N'-[4-(4,5-dichloro-thiazol-2-yloxy)-2,5-dimethyl-phenyl]-N-ethyl-N-methyl-formamidine ClC=1N=C(SC1Cl)OC1=CC(=C(C=C1C)N=CN(C)CC)C